5-[[dideuterio-(3,4-dichlorophenyl)methyl]amino]-1-[2-(2-hydroxyethoxy)ethyl]-6H-pyrazolo[4,3-d]pyrimidin-7-one [2H]C(C1=CC(=C(C=C1)Cl)Cl)([2H])NC=1NC(C2=C(N1)C=NN2CCOCCO)=O